5,6,7-trimethoxy-1-(3-fluoro-4-methoxyphenyl)-3,4-dihydronaphthalen-2(1H)-one COC1=C2CCC(C(C2=CC(=C1OC)OC)C1=CC(=C(C=C1)OC)F)=O